C(C=C)(=O)OCC(C(C(=O)N1[C@@H](CCCC1)C(=O)O[C@H](CCC1=C(C=C(C(=C1)OC)OC)F)C=1C=C(OCC(=O)O)C=CC1)=O)(C)C 2-(3-((R)-1-(((S)-1-(4-(acryloyloxy)-3,3-dimethyl-2-oxobutanoyl)piperidine-2-carbonyl)oxy)-3-(2-fluoro-4,5-dimethoxyphenyl)propyl)phenoxy)acetic acid